N,N-dimethylanilinium tetrakis(4-(tert-butyldimethylsilyl)-2,3,5,6-tetrafluorophenyl)borate [Si](C)(C)(C(C)(C)C)C1=C(C(=C(C(=C1F)F)[B-](C1=C(C(=C(C(=C1F)F)[Si](C)(C)C(C)(C)C)F)F)(C1=C(C(=C(C(=C1F)F)[Si](C)(C)C(C)(C)C)F)F)C1=C(C(=C(C(=C1F)F)[Si](C)(C)C(C)(C)C)F)F)F)F.C[NH+](C1=CC=CC=C1)C